[Fe].[Ni].[Mn].[Mo].[Cu].[Pt] platinum-copper-molybdenum-manganese-nickel-iron